2-benzylamino-2-(2-furyl)acetonitrile C(C1=CC=CC=C1)NC(C#N)C=1OC=CC1